C1(=CC=C(C=C1)C(CC)=O)C 1-(p-tolyl)propan-1-one